(4S)-3,3-difluoro-4-[4-[3-methyl-2-oxo-1-(2-trimethylsilylethoxymethyl)benzimidazol-4-yl]piperazin-1-yl]piperidine-1-carboxylic acid tert-butyl ester C(C)(C)(C)OC(=O)N1CC([C@H](CC1)N1CCN(CC1)C1=CC=CC=2N(C(N(C21)C)=O)COCC[Si](C)(C)C)(F)F